ClC1=CC(=C(N=N1)C(=O)OC)NCC1CCN(CC1)C methyl 6-chloro-4-((1-methylpiperidin-4-yl)methylamino)pyridazine-3-carboxylate